N1C(C=CC=2CCC3=C(C12)C=CC=C3)=O 5,6-dihydrobenzo[h]quinolin-2(1H)-one